C[C@@H]1CCO[C@@H]2N1C(=O)C3=C(C(=O)C(=CN3C2)C(=O)NCC4=C(C=C(C=C4)F)F)O The molecule is a monocarboxylic acid amide obtained by formal condensation of the carboxy group of (4R,12aS)-7-hydroxy-4-methyl-6,8-dioxo-3,4,6,8,12,12a-hexahydro-2H-pyrido[1',2':4,5]pyrazino[2,1-b][1,3]oxazine-9-carboxylic acid with the amino group of 2,4-difluorobenzylamine. Used (as its sodium salt) for treatment of HIV-1. It has a role as a HIV-1 integrase inhibitor. It is an organofluorine compound, a monocarboxylic acid amide and an organic heterotricyclic compound. It is a conjugate acid of a dolutegravir(1-).